NC1=C(C(=CC(=C1)CN1C[C@H](CCC1)C)C(F)(F)F)O (S)-2-amino-4-((3-methylpiperidin-1-yl)methyl)-6-(trifluoromethyl)phenol